4-((3aS*,6aS*)-4-(tert-butoxycarbonyl)-6,6-difluorohexahydro-1H-pyrrolo[3,2-c]isoxazol-1-yl)-2-(methoxymethoxy)-2-methylbutanoic acid C(C)(C)(C)OC(=O)N1CC([C@H]2N(OC[C@H]21)CCC(C(=O)O)(C)OCOC)(F)F |o1:10,14|